(2-cyclopropyloxazolo[4,5-b]pyridin-5-yl)propanamide C1(CC1)C=1OC=2C(=NC(=CC2)C(C(=O)N)C)N1